ammonium perfluoro (2-methyl-3-oxahexanoate) CC(C(=O)OF)OCCC.[NH4+]